C(C)(C)(C)C=1C=C(C=C(C1O)C(C)(C)C)CCC(=O)NN 3-(3,5-di-tert-butyl-4-hydroxyphenyl)propionylhydrazine